C(C)(C)C1=C(C(=O)O)C=CC=C1 2-isopropylbenzoic acid